(6S,7S)-6-(4-((1-butylazetidin-3-yl)oxy)-2,6-difluorophenyl)-7-cyclopropylmethyl-8-methyl-6,7,8,9-tetrahydro-3H-pyrazolo[3,4-H]isoquinoline C(CCC)N1CC(C1)OC1=CC(=C(C(=C1)F)[C@H]1[C@@H](N(CC=2C3=C(C=CC12)NN=C3)C)CC3CC3)F